C(C)(C)(C)OC(=O)N1CC[C@@H](C=C1OS(=O)(=O)C(F)(F)F)C.C[C@H]1CCN(C(=C1)C1=CC=CC=C1)C(=O)OC(C)(C)C |r| tert-Butyl rac-(4S)-4-methyl-6-phenyl-3,4-dihydro-2H-pyridine-1-carboxylate tert-Butyl-rac-(4S)-4-methyl-6-(trifluoromethylsulfonyloxy)-3,4-dihydro-2H-pyridine-1-carboxylate